2-chloro-3,4-dimethoxypyridine hydrochloride Cl.ClC1=NC=CC(=C1OC)OC